(S)-2-((S)-2,4-dimethylpiperazin-1-yl)-N-(3-(2-((2-fluoro-3-(methylsulfonyl)phenyl)amino)-5-methyl-pyrimidin-4-yl)-1H-indol-7-yl)butanamide C[C@@H]1N(CCN(C1)C)[C@H](C(=O)NC=1C=CC=C2C(=CNC12)C1=NC(=NC=C1C)NC1=C(C(=CC=C1)S(=O)(=O)C)F)CC